(S)-(tert-butyl 1-(3-fluoro-3-methylazetidin-1-yl)-1-oxopropan-2-yl) carbamate C(N)(O[C@H](C(=O)N1CC(C1)(C)F)CC(C)(C)C)=O